OC=1C(=C(C=CC1C(CC(=O)C1=CC=C(C=C1)N(CCOCCOCCOCCOCCOCCOCC1=CC=CC=C1)C)=O)NC(C)=O)[N+](=O)[O-] N-(3-hydroxy-4-(3-(4-(methyl(1-phenyl-2,5,8,11,14,17-hexaoxanonadecan-19-yl)amino)phenyl)-3-oxopropanoyl)-2-nitrophenyl)acetamide